C[C@H]1COCCN1C=1C2=C(N=CN1)SC(=N2)N (S)-7-(3-methylmorpholino)thiazolo[5,4-d]pyrimidin-2-amine